C(C)(C)(C)OC(=O)N1C(SCC1CO[Si](C)(C)C(C)(C)C)=O (3R)-4-[[tert-butyl-(dimethyl)silyl]oxymethyl]-2-oxo-thiazolidine-3-carboxylic acid tert-butyl ester